CN1C(=NN=C1)CC1(CCC1)C1=CC(=NC(=C1)N1C(C2=CC(=CC(=C2C1)C(F)(F)F)CNC1(CCC1)C)=O)NCCCCNC(C)=O N-(4-((4-(1-((4-methyl-4H-1,2,4-triazol-3-yl)methyl)cyclobutyl)-6-(6-(((1-methylcyclobutyl)amino)methyl)-1-oxo-4-(trifluoromethyl)isoindolin-2-yl)pyridin-2-yl)amino)butyl)acetamide